6-bromo-N-(1-(methylsulfonyl)piperidin-4-yl)-4-(trifluoromethyl)picolinamide BrC1=CC(=CC(=N1)C(=O)NC1CCN(CC1)S(=O)(=O)C)C(F)(F)F